2-(2-(2-(2-(4-(trifluoromethoxy)phenyl)-1H-benzo[d]imidazol-1-yl)ethyl)phenoxy)hexanoic acid FC(OC1=CC=C(C=C1)C1=NC2=C(N1CCC1=C(OC(C(=O)O)CCCC)C=CC=C1)C=CC=C2)(F)F